N'-(4-((1-(4-chlorophenyl)-1H-pyrazol-3-yl)oxy)-2,5-dimethylphenyl)-N-ethyl-N-methylformamidine ClC1=CC=C(C=C1)N1N=C(C=C1)OC1=CC(=C(C=C1C)N=CN(C)CC)C